tolylphosphine CC1=CC=CC=C1P